benzyl (3-((1S,3R)-3-(((4-nitrophenoxy)carbonyl)oxy)cyclopentyl)-1H-pyrazol-5-yl)carbamate [N+](=O)([O-])C1=CC=C(OC(=O)O[C@H]2C[C@H](CC2)C2=NNC(=C2)NC(OCC2=CC=CC=C2)=O)C=C1